NC1=CC=C(C=C1)N1CCN(CC1)C1CCC2(CCN(CC2)C=2C=CC(=NC2)C(=O)NC2C(NC(CC2)=O)=O)CC1 5-[9-[4-(4-aminophenyl)piperazin-1-yl]-3-azaspiro[5.5]undecan-3-yl]-N-(2,6-dioxo-3-piperidyl)pyridine-2-carboxamide